(2-methoxy-5-(1-methyl-1H-pyrazol-4-yl)-4-morpholinophenyl)pyrimidine-4,6-diamine COC1=C(C=C(C(=C1)N1CCOCC1)C=1C=NN(C1)C)C1=NC(=CC(=N1)N)N